BrC=1C(N(C2=CC(=NC=C2C1)Cl)CCO[Si](C)(C)C(C)(C)C)=O 3-bromo-1-{2-[(tert-butyldimethylsilyl)oxy]ethyl}-7-chloro-1,6-naphthyridin-2-one